ClC1=NC=2N(C(=C1C1=C(C=C(C=C1F)OC1C[C@@H]3[C@@H](CN(C3)C)C1)F)N[C@H](C(F)(F)F)C)N=CN2 5-Chloro-6-(2,6-difluoro-4-(((3aR,5s,6aS)-2-methyloctahydrocyclopenta[c]pyrrol-5-yl)oxy)phenyl)-N-((S)-1,1,1-trifluoropropane-2-yl)-[1,2,4]triazolo[1,5-a]pyrimidin-7-amine